FC1=CC=C(C=C1)N1CCC2CN(CCC21)C(=O)OCC2=CC=CC=C2 benzyl 1-(4-fluorophenyl)-3,3a,4,6,7,7a-hexahydro-2H-pyrrolo[3,2-c]pyridine-5-carboxylate